tert-butyl (6-chloro-5-fluoropyridin-3-yl)carbamate ClC1=C(C=C(C=N1)NC(OC(C)(C)C)=O)F